FC(C1=NC=C(C=N1)[C@@H](C)NC(=O)C=1C=C(OC2CCN(CC2)C(=O)OC(C)(C)C)C=C(C1)C=1SC(=CN1)C)F Tert-butyl 4-[3-({(1R)-1-[2-(difluoromethyl) pyrimidin-5-yl]ethyl}carbamoyl)-5-(5-methyl-1,3-thiazol-2-yl)phenoxy]piperidine-1-carboxylate